NCCN(C(=O)[C@@H]1CC[C@H](CC1)C(F)(F)C1=CC(=NC(=C1)N1CCN(CC1)S(=O)(=O)C1=CC=C(C=C1)N1C(C[C@H](C1)N)=O)Cl)C Trans-N-(2-aminoethyl)-4-[[2-chloro-6-[4-[4-[(4R)-4-amino-2-oxo-pyrrolidin-1-yl]phenyl]sulfonylpiperazin-1-yl]-4-pyridyl]-difluoro-methyl]-N-methyl-cyclohexanecarboxamide